4-(4,5-dichloro-2-(4-fluoro-2-methylphenoxy)benzoylamino)benzoic acid ClC1=CC(=C(C(=O)NC2=CC=C(C(=O)O)C=C2)C=C1Cl)OC1=C(C=C(C=C1)F)C